3-{4-[(2-cyclopropylethyl)[(1s,4s)-4-[methyl(4,4,4-trifluorobutyl)amino]cyclohexyl]amino]-1-oxo-3H-isoindol-2-yl}piperidine-2,6-dione C1(CC1)CCN(C1=C2CN(C(C2=CC=C1)=O)C1C(NC(CC1)=O)=O)C1CCC(CC1)N(CCCC(F)(F)F)C